ClC1=CC=C(C=C1)C(C(F)(F)F)N(S(=O)(=O)C1=C(N(C(C(=C1)C)=O)C)C)C N-(1-(4-chlorophenyl)-2,2,2-trifluoroethyl)-N,1,2,5-tetramethyl-6-oxo-1,6-dihydropyridine-3-sulfonamide